(S)-2-((2-(2-((4-cyano-2-fluorobenzyl)oxy)pyrimidin-4-yl)-2,6-dihydropyrrolo[3,4-c]pyrazol-5(4H)-yl)methyl)-1-(oxetan-2-ylmethyl)-1H-benzo[d]imidazole-6-carboxylic acid C(#N)C1=CC(=C(COC2=NC=CC(=N2)N2N=C3C(=C2)CN(C3)CC3=NC2=C(N3C[C@H]3OCC3)C=C(C=C2)C(=O)O)C=C1)F